C(OC(C)(C)C)(OC(C)(C)C)=O di-tert-butyl carbonate